FC=1C=C(C=C(C1)F)C[C@@H](C(=O)OCCCCCCCCCCCC)N[P@](=O)(OC1=CC=CC=C1)OC1=C(C(=C(C(=C1F)F)F)F)F dodecyl (S)-3-(3,5-difluorophenyl)-2-(((S)-(perfluorophenoxy)(phenoxy)phosphoryl)amino)propanoate